C(C)(=O)N1CCC2(CN(C2)C(=O)NC=2C(=NC=CC2C2=C(C=CC=C2)F)N2CC(CC2)(F)F)CC1 7-acetyl-N-(2-(3,3-difluoropyrrolidin-1-yl)-4-(2-fluorophenyl)pyridin-3-yl)-2,7-diazaspiro[3.5]nonane-2-carboxamide